ClC1=C(C=C(C(=O)N([C@H](CN2CCCC2)C(C)C)C)C=C1)C (S)-4-Chloro-N,3-dimethyl-N-(3-methyl-1-(pyrrolidin-1-yl)butan-2-yl)benzamide